C(C)(C)(C)OC(=O)\N=C(\N[C@@H]1CCOC2=CC=C(C=C12)C(=O)OC)/NC(CC(=O)OC)(CCCC=C)CC methyl (4R)-4-((Z)-2-(tert-butoxycarbonyl)-3-(3-ethyl-1-methoxy-1-oxooct-7-en-3-yl)guanidino)chromane-6-carboxylate